FC(=C(C)C1=CC2=CC=CC=C2C=C1)C 2-(3-fluorobut-2-en-2-yl)naphthalene